mono-vinyl-imidazole C(=C)C=1NC=CN1